(2S,4S) or (2R,4R)-1-(3-chlorophenyl-ethyl)-2-methyl-4-((4-(methylsulfonyl)phenoxy)methyl)pyrrolidine ClC=1C=C(C=CC1)CCN1[C@H](C[C@@H](C1)COC1=CC=C(C=C1)S(=O)(=O)C)C |o1:10,12|